6-(4-fluorophenyl)-8-methoxy-N-(3-pyrrolidin-1-ylpropyl)quinazolin-4-amine FC1=CC=C(C=C1)C=1C=C2C(=NC=NC2=C(C1)OC)NCCCN1CCCC1